N-benzyl-N-[rel-(2S,3S)-4-[(tert-butyldimethylsilyl)oxy]-3-hydroxybutan-2-yl]-2-chloroacetamide C(C1=CC=CC=C1)N(C(CCl)=O)[C@@H](C)[C@@H](CO[Si](C)(C)C(C)(C)C)O |o1:12,14|